benzyl (1-(2-(2-(2-((2-(2,6-dioxopiperidin-3-yl)-1,3-dioxoisoindolin-4-yl)amino)-2-oxoethoxy)ethoxy)ethyl)piperidin-4-yl)carbamate O=C1NC(CCC1N1C(C2=CC=CC(=C2C1=O)NC(COCCOCCN1CCC(CC1)NC(OCC1=CC=CC=C1)=O)=O)=O)=O